[(2R,3S,4R,5R)-5-[2-cyano-4-[[(1S)-1-(2,4-difluorophenyl)ethyl]-amino]pyrrolo[2,3-d]-pyrimidin-7-yl]-3,4-dihydroxy-tetrahydro-furan-2-yl]methoxy-methylphosphonic acid C(#N)C=1N=C(C2=C(N1)N(C=C2)[C@H]2[C@@H]([C@@H]([C@H](O2)COCP(O)(O)=O)O)O)N[C@@H](C)C2=C(C=C(C=C2)F)F